C(C)(C)(C)C1C(C2C(N1C(=O)OC1CC(C1)OCC1=CC=CC=C1)CCN2CC(C(=O)OCC=C)(C)C)(F)F 3-(benzyl-oxy)cyclobutan-1-ol cis-tert-butyl-4-(3-(allyloxy)-2,2-dimethyl-3-oxopropyl)-3,3-difluorohexahydro-pyrrolo[3,2-b]pyrrole-1(2H)-carboxylate